[Na].C1CCC2=C(C=3CCCC3C=C12)CC(=O)NS(N(C1CN(CCC1)C)C=1C=NN(C1)C)(=O)=O 2-(1,2,3,5,6,7-Hexahydro-s-indacen-4-yl)-N-[(1-methyl-1H-pyrazol-4-yl)(1-methylpiperidin-3-yl)sulfamoyl]acetamide sodium salt